C(C)(=O)NC1(C([C@@H]2N(CCN(C2)C(=O)OCC2=CC=CC=C2)C1)CC=C)C(NC(C)(C)C)=O benzyl (8aS)-7-acetamido-8-allyl-7-(tert-butylcarbamoyl)hexahydropyrrolo[1,2-a]pyrazine-2(1H)-carboxylate